butyl 3-[(6-bromo-3H-benzimidazol-5-yl)oxy]pyrrolidine-1-carboxylate BrC=1C(=CC2=C(N=CN2)C1)OC1CN(CC1)C(=O)OCCCC